FC(COC1=CC=C(C=C1)/C=C/C(=O)C1=CC=C(C=C1)S(=O)(=O)NCCC(=O)O)(F)F 3-[[4-[(E)-3-[4-(2,2,2-Trifluoroethoxy)phenyl]prop-2-enoyl]phenyl]sulfonylamino]propanoic acid